FC=1C=C2C(=C(C(N(C2=CC1)C)=O)C#N)N1CCC(CC1)(C=1OC2=C(N1)C=C(C=C2)C)C 6-Fluoro-1-methyl-4-[4-methyl-4-(5-methyl-1,3-benzooxazol-2-yl)piperidin-1-yl]-2-oxo-1,2-dihydro-quinoline-3-carbonitrile